2,6-diamino-9H-purin-8-ol NC1=NC(=C2N=C(NC2=N1)O)N